ClC1=C(C=CC=C1)N1CCNCC1 1-[2-chloro-phenyl]piperazine